2-morpholino-2-ethanol O1CCN(CC1)C(C)O